ethyl N-{[5-chloro-6-(3-methyl-1-{[2-(trimethylsilyl)ethoxy] methyl}pyrazol-4-yl)pyrimidin-4-yl]carbamothioyl}carbamate ClC=1C(=NC=NC1C=1C(=NN(C1)COCC[Si](C)(C)C)C)NC(=S)NC(OCC)=O